ClC=1C(=NC=CC1C1=NC(=C(C=C1)CN(C(OC(C)(C)C)=O)C[C@H]1NC(CC1)=O)OC)C1=C(C(=CC=C1)NC(C1=NC=C(C=C1)C=O)=O)C tert-Butyl (S)-((3'-chloro-2'-(3-(5-formylpicolinamido)-2-methylphenyl)-6-methoxy-[2,4'-bipyridin]-5-yl)methyl)((5-oxopyrrolidin-2-yl)methyl)carbamate